(S)-quinuclidin-3-yl ((R)-5-(4-isobutoxyphenyl)-2,2,6-trimethyl-2,3-dihydro-1H-inden-1-yl)carbamate C(C(C)C)OC1=CC=C(C=C1)C=1C=C2CC([C@H](C2=CC1C)NC(O[C@@H]1CN2CCC1CC2)=O)(C)C